BrC=1C=CC=2N(C3=CC=CC=C3C2C1)C1=CC=C(C=C1)C(F)(F)F 3-bromo-9-(4-trifluoromethylphenyl)-9H-carbazole